C(C)(C)(C)C1CCC(CC1)NC(=O)N 1-(4-tert-butylcyclohexyl)urea